CCO[Si](CCCNC(=O)C1=CC=C(C=C1)[N+](=O)[O-])(OCC)OCC 3-(triethoxysilylpropyl)-p-nitrobenzamide